C(C)(C)NCCNC(C)C N,N'-diisopropylethylenediamine